ClC1=CC=C(C=C1)C1CCNCCC1 4-(4-chlorophenyl)azepane